1-(1-naphthyl)-1-phenylhydrazine C1(=CC=CC2=CC=CC=C12)N(N)C1=CC=CC=C1